ClC=1C=C(C=C(C1O)Cl)NC(=S)NC(=O)C12CC3CC(CC(C1)C3)C2 N-((3,5-dichloro-4-hydroxyphenyl)carbamothioyl)adamantane-1-carboxamide